5-((3,5-dimethoxyphenyl)amino)-1-(2,2,2-trifluoroethyl)piperidin-2-one COC=1C=C(C=C(C1)OC)NC1CCC(N(C1)CC(F)(F)F)=O